FC=1C=C(C=C(C1)F)[C@@H]1CC[C@H]2OC3(C(N21)=O)CC(C3)OC=3C2=C(N=CN3)OC=C2 (1r,3R,5'S,7a'R)-5'-(3,5-difluorophenyl)-3-[(furo[2,3-d]pyrimidin-4-yl)oxy]tetrahydro-3'H-spiro[cyclobutane-1,2'-pyrrolo[2,1-b][1,3]oxazol]-3'-one